N(=[N+]=[N-])C(COCCOCCOCCCOCC(=O)O)(C)COCCOCCOCCN=[N+]=[N-] 1-azido-l-1-((2-(2-(2-azidoethoxy)ethoxy)ethoxy)methyl)-l-1-methyl-3,6,9,13-tetraoxapentadecan-15-oic acid